6-BORONOBENZO[D][1,3]DIOXOLE-5-CARBOXYLIC ACID B(O)(O)C=1C(=CC2=C(OCO2)C1)C(=O)O